3-benzylidene-6-((5-tertiary butyl-1H-imidazole-4-yl)methylene)piperazine-2,5-dione C(C1=CC=CC=C1)=C1C(NC(C(N1)=O)=CC=1N=CNC1C(C)(C)C)=O